C(CCCCCCC)(=O)[O-].[Ce+4].C(CCCCCCC)(=O)[O-].C(CCCCCCC)(=O)[O-].C(CCCCCCC)(=O)[O-] Cerium(IV) octanoate